((3aS,4R,6S,6aS)-6-(4-aminopyrrolo[2,1-f][1,2,4]triazin-7-yl)-4-cyano-2,2-dimethyltetrahydrofurano[3,4-d][1,3]dioxol-4-yl)methylpentane NC1=NC=NN2C1=CC=C2[C@@H]2O[C@@]([C@@H]1[C@H]2OC(O1)(C)C)(C#N)CCCCCC